pentamethyl-4-piperidinyl methacrylate C(C(=C)C)(=O)OC1C(C(N(CC1)C)(C)C)(C)C